Hydrogen Sulfate S(=O)(=O)(O)[O-]